N3-(4-bromo-2-nitrophenyl)-2',4'-difluoro-[1,1'-biphenyl]-3,5-diamine BrC1=CC(=C(C=C1)NC=1C=C(C=C(C1)N)C1=C(C=C(C=C1)F)F)[N+](=O)[O-]